CN1C(C=C(CC1)B1OC(C(O1)(C)C)(C)C)=O 1-methyl-4-(4,4,5,5-tetramethyl-1,3,2-dioxaborolan-2-yl)-5,6-dihydropyridin-2(1H)-one